trihexyl-tetradecyl-phosphine nitrate [N+](=O)(O)[O-].C(CCCCC)C(CCCCCCCCCCCCCP)(CCCCCC)CCCCCC